CON(C(CCCCCCCC(=O)O)=O)C 9-(Methoxy(Methyl)Amino)-9-Oxononanoic Acid